BrC=1C=C(C(=C(C1)F)OC(F)F)[N+](=O)[O-] 5-bromo-2-(difluoromethoxy)-1-fluoro-3-nitrobenzene